2-((3'-(4-Cyano-2-fluorobenzyloxy)-2,4'-difluorobiphenyl-4-yl)methyl)-1-((tetrahydrofuran-2-yl)methyl)-1H-benzo[d]imidazole-6-carboxylic acid C(#N)C1=CC(=C(COC=2C=C(C=CC2F)C2=C(C=C(C=C2)CC2=NC3=C(N2CC2OCCC2)C=C(C=C3)C(=O)O)F)C=C1)F